(7S)-7-Methyl-3-({methyl[(3S)-oxolan-3-yl]carbamoyl}methyl)-2-[2-(1H-pyrazol-1-yl)ethyl]-3H,6H,7H,8H,9H-imidazo[4,5-f]chinolin C[C@@H]1NC2=CC=C3C(=C2CC1)N=C(N3CC(N([C@@H]3COCC3)C)=O)CCN3N=CC=C3